3-ethyl-1-hexanol C(C)C(CCO)CCC